COC(C1CCC(CC1)C=1SC2=C(N1)C=C(C(=C2)C(=O)OC)OC(C)C)OC methyl 2-(4-(dimethoxymethyl)cyclohexyl)-5-isopropoxybenzo[d]thiazole-6-carboxylate